N-(4-fluorophenyl)pyrido[3,2-d]pyrimidin-4-amine FC1=CC=C(C=C1)NC=1C2=C(N=CN1)C=CC=N2